2-[1-[(1-methyl-4-piperidinyl)-methyl]Pyrazol-4-yl]Quinoxaline CN1CCC(CC1)CN1N=CC(=C1)C1=NC2=CC=CC=C2N=C1